2-(4-tert-butylphenyl)-3-(methylsulfanyl)-4H,6H,7H,8H,9H-pyrido[1,2-a]pyrimidin-4-one C(C)(C)(C)C1=CC=C(C=C1)C=1N=C2N(C(C1SC)=O)CCCC2